6-bromo-2-(1-(4-methyl-1,4-diazepan-1-yl)butyl)-3-propylquinazolin-4(3H)-one BrC=1C=C2C(N(C(=NC2=CC1)C(CCC)N1CCN(CCC1)C)CCC)=O